E-6-chloro-2H-pyrazolo[3,4-d]pyrimidin-4-amine ClC=1N=C(C=2C(N1)=NNC2)N